3,5-dihydroxyl-2,4,6-trinitrochlorobenzene OC=1C(=C(C(=C(C1[N+](=O)[O-])O)[N+](=O)[O-])Cl)[N+](=O)[O-]